CC=1N=C2N(N=C(C=C2C)C=2C=C3C(=NC2)C=C(S3)C3CCNCC3)C1 6-(2,8-dimethylimidazo[1,2-b]pyridazin-6-yl)-2-(4-piperidyl)thieno[3,2-b]pyridine